2,2'-(4-((tert-butoxycarbonyl)glycyl)-1,4,7,10-tetraazacyclododecane-1,7-diyl)diallyl diacetate C(C)(=O)OCC(=C)N1CCN(CCN(CCNCC1)C(COC(C)=O)=C)C(CNC(=O)OC(C)(C)C)=O